C(=O)O.COCCOCCN1N=CC(=C1)C1=CC=C(O1)C(=O)NC=1C(=NN(C1)CCOCCOC)C1=NC=CC=C1 5-(1-(2-(2-methoxyethoxy)ethyl)-1H-pyrazol-4-yl)-N-(1-(2-(2-methoxyethoxy)ethyl)-3-(pyridin-2-yl)-1H-pyrazol-4-yl)furan-2-carboxamide Formic Acid Salt